2-(2-aminophenyl)-4,4-dimethyl-2-oxazoline NC1=C(C=CC=C1)C=1OCC(N1)(C)C